Cl.CN(CC(=O)O)C N,N-dimethylglycine hydrochloride salt